7-bromo-4-(trifluoromethyl)quinoline BrC1=CC=C2C(=CC=NC2=C1)C(F)(F)F